N-(1-benzylpiperidin-4-yl)-3-chloroadamantane-1-carboxamide C(C1=CC=CC=C1)N1CCC(CC1)NC(=O)C12CC3(CC(CC(C1)C3)C2)Cl